6-methylene-2-(p-tolyl)-2-(trifluoromethyl)-3,6-dihydro-2H-pyran-4-carboxylic acid methyl ester COC(=O)C=1CC(OC(C1)=C)(C(F)(F)F)C1=CC=C(C=C1)C